4'-hydroxy-3,5-dimethoxy-trans-stilbene OC1=CC=C(/C=C/C2=CC(=CC(=C2)OC)OC)C=C1